trans-3-((4-(1-((4-(aminomethyl)cyclohexyl)methyl)piperidin-4-yl)-3-fluorophenyl)amino)piperidine-2,6-dione NC[C@@H]1CC[C@H](CC1)CN1CCC(CC1)C1=C(C=C(C=C1)NC1C(NC(CC1)=O)=O)F